2-amino-8-[trans-4-(2-hydroxyethoxy)cyclohexyl]-6-(6-methoxy-3-pyridyl)-4-methyl-pyrido[2,3-d]Pyrimidine NC=1N=C(C2=C(N1)N(CC(=C2)C=2C=NC(=CC2)OC)[C@@H]2CC[C@H](CC2)OCCO)C